2-[5-(Ethylsulfonyl)-2-(4-fluorophenyl)-1-methyl-1H-imidazol-4-yl]-6,6,7,7-tetrafluoro-1-methyl-6,7-dihydro-1H-[1,4]dioxino[2,3-f]benzimidazole C(C)S(=O)(=O)C1=C(N=C(N1C)C1=CC=C(C=C1)F)C1=NC2=C(N1C)C=C1C(=C2)OC(C(O1)(F)F)(F)F